1-(4-(2,6-dioxopiperidin-3-yl)-3,5-difluorophenyl)azetidin-3-yl((1R,3R)-3-phenyl cyclobutyl) carbamate C(N)(OC1(CC(C1)C1=CC=CC=C1)C1CN(C1)C1=CC(=C(C(=C1)F)C1C(NC(CC1)=O)=O)F)=O